ClC1=C(CSC2=C3N=CNC3=NC=N2)C=CC=C1 6-((2-Chlorobenzyl)thio)-9H-purin